N-{6-[(5-cyclopropyl-1H-pyrazol-3-yl)amino]-5-methoxy-1,2-benzoxazol-3-yl}-4-(1-ethylpyrrolidin-2-yl)-2,6-dimethoxybenzene-1-sulfonamide C1(CC1)C1=CC(=NN1)NC1=CC2=C(C(=NO2)NS(=O)(=O)C2=C(C=C(C=C2OC)C2N(CCC2)CC)OC)C=C1OC